O1C(OCC1)C1=C(C=CC=C1OCC1=CC=C(C=C1)OC)C=1SC(=CN1)CC(=O)OC methyl 2-{2-[2-(1,3-dioxolan-2-yl)-3-[(4-methoxyphenyl)methoxy] phenyl]-1,3-thiazol-5-yl}acetate